NC1CCN(CC1)C1=C(C=NC2=CC=C(C=C12)C1=C(C(=CC(=C1F)F)C#N)NC(OC)=O)C1=CC(=CC(=C1)F)F methyl N-{2-[4-(4-aminopiperidin-1-yl)-3-(3,5-difluorophenyl)quinolin-6-yl]-6-cyano-3,4-difluorophenyl}carbamate